ClC1=CC=C(C=C1)C=1C2=C(NC([C@@H](N1)C)=O)SC(=C2C)C (3S)-5-(4-chlorophenyl)-3,6,7-trimethyl-1H,2H,3H-thieno[2,3-e][1,4]diazepin-2-one